[Si](C1=CC=CC=C1)(C1=CC=CC=C1)(C(C)(C)C)OC[C@@H]1N(CC(CC1)=O)C(=O)OC(C)(C)C tert-butyl (R)-2-(((tert-butyldiphenylsilyl)oxy)methyl)-5-oxopiperidine-1-carboxylate